2-(1-Cyclohexyl-piperidin-4-yl)-3-oxo-2,3-dihydro-1H-isoindole-4-carboxylic acid C1(CCCCC1)N1CCC(CC1)N1CC=2C=CC=C(C2C1=O)C(=O)O